[O-2].[Y+3].[Ta+5].[In+3] indium-tantalum-yttrium oxide